benzyl-4,5,6,7-tetrahydro-1H-indazole-5-carboxamide C(C1=CC=CC=C1)N1N=CC=2CC(CCC12)C(=O)N